N-(1-(3-methoxyphenyl)-2-(p-toluenesulfonyl)vinyl)methacrylamide COC=1C=C(C=CC1)C(=CS(=O)(=O)C1=CC=C(C)C=C1)NC(C(=C)C)=O